C(C1=CC=CC=C1)[N+](C)(CC)CC1=CC=CC=C1 dibenzylethylmethylammonium